N-(4-bromophenyl)phenylacrylamide BrC1=CC=C(C=C1)NC(C(=C)C1=CC=CC=C1)=O